CN1CC2=C(CC1)SC=N2 5-methyl-4,5,6,7-tetrahydrothiazolo[4,5-c]pyridine